FC(CC(C(=O)C1=C(C=CC=C1)F)C1=CC=CC=C1)F 4,4-difluoro-1-(2-fluorophenyl)-2-phenylbutan-1-one